O1C(OCC1)CNC(=O)C1=NC(=C(C=C1N)C(F)(F)F)Br 3-Amino-6-bromo-5-trifluoromethyl-pyridine-2-carboxylic acid ([1,3]dioxolan-2-ylmethyl)-amide